5-(2-amino-2-methyl-propoxy)-2,6-dichloro-N-[2-(1H-indol-3-yl)ethyl]pyrimidin-4-amine NC(COC=1C(=NC(=NC1Cl)Cl)NCCC1=CNC2=CC=CC=C12)(C)C